(1-hydroxy-1,4-dimethyl-pentyl)androsta-5-en-3β-ol OC(CCC(C)C)(C)C[C@@]12CCC[C@H]1[C@@H]1CC=C3C[C@H](CC[C@]3(C)[C@H]1CC2)O